C(#N)C=1C=CC(=C2C=CC=NC12)N1C[C@H]2N(CCN(CC2)CC=2C=NC(=NC2)N2CCN(CC2)C(=O)OC(C)(C)C)[C@@H](C1)C tert-butyl 4-[5-[[(4R,10aS)-2-(8-cyano-5-quinolyl)-4-methyl-1,3,4,6,7,9,10,10a-octahydropyrazino[1,2-d][1,4]diazepin-8-yl]methyl]pyrimidin-2-yl]piperazine-1-carboxylate